2-(6-chloro-8-fluoro-4-((S)-2-methyl-4-(2,3,5,6-tetrafluoro-4-(methyl-sulfonyl)phenyl)piperazin-1-yl)quinolin-7-yl)-3-fluorophenol ClC=1C=C2C(=CC=NC2=C(C1C1=C(C=CC=C1F)O)F)N1[C@H](CN(CC1)C1=C(C(=C(C(=C1F)F)S(=O)(=O)C)F)F)C